3-methylylbutanol C=C(CCO)C